ClCC(=O)NC1CC(C1)(F)F 2-chloro-N-(3,3-difluorocyclobutyl)acetamide